disulfan SS